(E)-2-(2-(2-aminothiazol-4-yl)vinyl)-3,4-dihydroquinoline-1(2H)-carboxylic acid tert-butyl ester C(C)(C)(C)OC(=O)N1C(CCC2=CC=CC=C12)\C=C\C=1N=C(SC1)N